4-(2-methyl-3-oxo-2,3-dihydro[1,2,4]triazolo[4,3-a]pyridin-7-yl)-N-(5-oxopentyl)-3,4-dihydro-2H-pyrido[3,2-b][1,4]oxazine-7-carboxamide CN1N=C2N(C=CC(=C2)N2C3=C(OCC2)C=C(C=N3)C(=O)NCCCCC=O)C1=O